C(C)(=O)NC=1C(=NC=C(C1)C1=CC(=CC=C1)C#N)C(=O)NCCOCCNCC(=O)N1CCN(CC1)C(C1=C(C=CC(=C1)CC1=NNC(C2=CC=CC=C12)=O)F)=O 3-acetamido-5-(3-cyanophenyl)-N-(2-(2-((2-(4-(2-fluoro-5-((4-oxo-3,4-dihydrophthalazin-1-yl)methyl)benzoyl)piperazin-1-yl)-2-oxoethyl)amino)ethoxy)ethyl)picolinamide